5-(tetrahydrofuran-3-yl)indoline O1CC(CC1)C=1C=C2CCNC2=CC1